COC=1C=C(OC2=CC=C(C=N2)N)C=CC1C 6-(3-methoxy-4-methylphenoxy)pyridin-3-amine